((2S,4S)-1-acryloyl-4-(8-chloro-6-fluoro-4-(((S)-1-methylpyrrolidin-2-yl)methoxy)-7-phenyl-1H-[1,2,3]triazolo[4,5-c]quinolin-1-yl)piperidin-2-yl)acetonitrile C(C=C)(=O)N1[C@@H](C[C@H](CC1)N1N=NC=2C(=NC=3C(=C(C(=CC3C21)Cl)C2=CC=CC=C2)F)OC[C@H]2N(CCC2)C)CC#N